Ethyl 2-(bromomethyl)imidazo[1,2-a]pyridine-3-carboxylate BrCC=1N=C2N(C=CC=C2)C1C(=O)OCC